8,18-dichloro-5,15-diethyl-5,15-dihydrocarbazolo[3',2':5,6][1,4]oxazino[2,3-b]indolo[2,3-i]phenoxazine ClC1=C2C(C(=C3OC=4C=C5C(=CC4N=C13)C1=CC=CC=C1N5CC)Cl)=NC5=C(O2)C=C2N(C1=CC=CC=C1C2=C5)CC